N(=[N+]=[N-])[C@@H]1[C@H]([C@@H](OC(=C1)C(=O)OC)[C@@H]([C@@H](CO)O)O)NC(=O)OC(C)(C)C methyl (2R,3R,4S)-4-azido-3-((tert-butoxycarbonyl)amino)-2-((1R,2R)-1,2,3-trihydroxypropyl)-3,4-dihydro-2H-pyran-6-carboxylate